CN1[C@@H](CC1)CNC(=O)C1=CC=CC(=N1)C=1C=NC=CC1 N-{[(2S)-1-methylazetidin-2-yl]methyl}-[2,3'-bipyridine]-6-carboxamide